(1S,2S)-2-fluoro-N-(3-(4-fluoro-5,7-dimethoxybenzo[d]thiazol-6-yl)-1H-pyrrolo[2,3-b]pyridin-6-yl)cyclopropane-1-carboxamide F[C@@H]1[C@@H](C1)C(=O)NC1=CC=C2C(=N1)NC=C2C2=C(C1=C(N=CS1)C(=C2OC)F)OC